C(#N)C1=CC(=C(COC2=CC=CC(=N2)C2=CC(=C(CC=3N(C4=C(N3)SC(=C4)C(=O)OC)C[C@H]4OCC4)C=C2)F)C=C1)F methyl (S)-2-(4-(6-((4-cyano-2-fluorobenzyl)oxy)pyridin-2-yl)-2-fluorobenzyl)-1-(oxetan-2-ylmethyl)-1H-thieno[2,3-d]imidazole-5-carboxylate